COCCN1CCN(CCC1)C(=O)OC(C)(C)C tert-Butyl 4-(2-methoxyethyl)-1,4-diazepane-1-carboxylate